tert-Butyl 3-cyano-3-(2,6-difluorophenyl)propanoate C(#N)C(CC(=O)OC(C)(C)C)C1=C(C=CC=C1F)F